S1CC(C1)S=C([O-])C=1NC(=CC1)F S-(thietan-3-yl)5-fluoro-1H-pyrrole-2-carbothioate